N[C@H]([C@@H](CC1=C(C=CC(=C1)[N+](=O)[O-])S(=O)(=O)NCC(C)C)O)CC1=CC=CC=C1 ((2R,3S)-3-amino-2-hydroxy-4-phenylbutyl)-N-isobutyl-4-nitrobenzenesulfonamide